C(CCCCCCC)(=O)OCCOCCOCCOC(CCCCCCC)=O triethylene glycol di(n-octanoate)